2,2-difluoro-4-(2-(((2-(4-isobutylphenyl)propionyl)oxy)methyl)phenyl)but-3-enoic acid ethyl ester C(C)OC(C(C=CC1=C(C=CC=C1)COC(C(C)C1=CC=C(C=C1)CC(C)C)=O)(F)F)=O